3,3'-dihydroxy-2',6'-bis(p-hydroxybenzyl)-5-methoxybibenzyl OC=1C=C(C=C(C1)OC)CCC1=C(C(=CC=C1CC1=CC=C(C=C1)O)O)CC1=CC=C(C=C1)O